O1C(=NN=C1)C=O 1,3,4-OXADIAZOLE-2-CARBOXALDEHYDE